FC(C1=CC=C(C=C1)C(C(=O)NCC=1SC=C2C1CN(C2=O)C2C(NC(CC2)=O)=O)=O)(F)F 2-(4-trifluoromethylphenyl)-N-((5-(2,6-dioxopiperidin-3-yl)-4-oxo-5,6-dihydro-4H-thieno[3,4-c]pyrrol-1-yl)methyl)-2-oxoacetamide